5-(tert-butyl) 4-methyl (3aS,4S,6aR)-1-benzyl-3a-(3-(4,4,5,5-tetramethyl-1,3,2-dioxaborolan-2-yl)propyl)hexahydropyrrolo[3,4-b]pyrrole-4,5(1H)-dicarboxylate C(C1=CC=CC=C1)N1[C@@H]2[C@](CC1)([C@H](N(C2)C(=O)OC(C)(C)C)C(=O)OC)CCCB2OC(C(O2)(C)C)(C)C